(3aR,5s,6aS)-5-(imidazo[4,5-d]pyrrolo[2,3-b]pyridin-1(6H)-yl)-N-(3-methoxy-1,2,4-thiadiazol-5-yl)hexahydrocyclopenta[c]pyrrole-2(1H)-carboxamide N1(C=NC=2C1=C1C(=NC2)NC=C1)C1C[C@@H]2[C@@H](CN(C2)C(=O)NC2=NC(=NS2)OC)C1